FC(C=1N=C2N(N=C(C(=C2)C)N2CC=3C=C(C=NC3CC2)C=2C=NC(=CC2)C)C(C1)=O)F 2-(difluoromethyl)-8-methyl-7-(3-(6-methylpyridin-3-yl)-7,8-dihydro-1,6-naphthyridin-6(5H)-yl)-4H-pyrimido[1,2-b]pyridazin-4-one